C(#N)/C(/C(=O)NC1=CC=C(C=C1)S(=O)(=N)C1=CC=CC=C1)=C(\C=1C=NOC1C)/O (Z)-2-cyano-3-hydroxy-3-(5-methylisoxazol-4-yl)-N-(4-(phenylsulfonimidoyl)phenyl)acrylamide